methyl 4-[(3-{4-[(3S,4R)-3-fluoro-1-methyl-4-piperidylamino]-1-(cyclopropylmethyl)-2-indolyl}-2-propynyl)-N-tert-butoxycarbonylamino]-2-fluoro-5-anisate F[C@H]1CN(CC[C@H]1NC1=C2C=C(N(C2=CC=C1)CC1CC1)C#CCN(C(=O)OC(C)(C)C)C1=CC(=C(C(=O)OC)C=C1OC)F)C